2-[1-[3-Cyano-6-[1-(1-cyano-4-piperidyl)-5-methyl-triazol-4-yl]pyrazolo[1,5-a]pyridine-4-yl]oxyethyl]benzamide C(#N)C=1C=NN2C1C(=CC(=C2)C=2N=NN(C2C)C2CCN(CC2)C#N)OC(C)C2=C(C(=O)N)C=CC=C2